BrN1S(=O)(=O)C2=CC=CC=C2C1=O N-bromosaccharine